C(C)C(CCCCC)OC(CCCCCCCCN(CCCN(C(=O)C=1C=C(C(=O)OC2=C(C(=C(C(=C2F)F)F)F)F)C=C(C1)C(N(C)CCCN(CCCCCCCCC(OC(CCCCC)CC)=O)CCCCCCCCC(OC(CCCCC)CC)=O)=O)C)CCCCCCCCC(OC(CCCCC)CC)=O)=O (2,3,4,5,6-pentafluorophenyl) 3,5-bis[3-[bis[9-(1-ethylhexoxy)-9-oxo-nonyl]amino]propyl-methyl-carbamoyl]benzoate